(trimethylsilylmethyl)triazole-4-carboxylate C[Si](C)(C)CC1=C(N=NN1)C(=O)[O-]